C(C)(C)OC=1C(=CC=2C(N1)=NN(C2)C21COC(C2)(C1)C)C(=O)NC=1C(N(C=CC1)[C@@H]1[C@@H](C1)C)=O 6-isopropoxy-2-(1-methyl-2-oxabicyclo[2.1.1]hex-4-yl)-N-(1-((1s,2r)-2-methylcyclopropyl)-2-oxo-1,2-dihydropyridin-3-yl)-2H-pyrazolo[3,4-b]pyridine-5-carboxamide